((S)-2-((6-oxo-5-(trifluoromethyl)-1,6-dihydropyridazin-4-yl)oxy)propoxy)propanamide O=C1C(=C(C=NN1)O[C@H](COC(C(=O)N)C)C)C(F)(F)F